COC1=CC=C(C=N1)CC12CN(CC(N1)C2)C2=CN=CC(=N2)C2=CC=1N(C=C2)N=CC1C#N 5-(6-(((6-methoxypyridin-3-yl)methyl)-3,6-diazabicyclo[3.1.1]hept-3-yl)pyrazin-2-yl)pyrazolo[1,5-a]pyridine-3-carbonitrile